COCCNC1CCC(CC1)NC1=NC=CC(=N1)C=1C=C2C3(CNC(C2=CC1)=O)CCC3 6'-(2-(((1r,4r)-4-((2-methoxyethyl)amino)cyclohexyl)amino)pyrimidin-4-yl)-2',3'-Dihydro-1'H-spiro[cyclobutane-1,4'-isoquinolin]-1'-one